FC(CC1=NN=C2N1C1=CC(=CC=C1C(=N2)NC2=CC=CC=C2)[N+](=O)[O-])F (2,2-difluoroethyl)-8-nitro-N-phenyl-[1,2,4]triazolo[4,3-a]quinazolin-5-amine